The molecule is an oxo monocarboxylic acid, a prostaglandins Falpha and a ketone. It has a role as an antiglaucoma drug and an antihypertensive agent. CCCCCCCC(=O)CC[C@H]1[C@@H](C[C@@H]([C@@H]1C/C=C\\CCCC(=O)O)O)O